8-bromo-4,4-dimethyl-2-oxo-1,2,3,4-tetrahydroquinoline-7-carboxylic acid methyl ester COC(=O)C1=CC=C2C(CC(NC2=C1Br)=O)(C)C